C(C)(C)OC(C(C(C(=O)OC(C)C)CC(C)C)CC(C)C)=O 2,3-diisobutylsuccinic acid diisopropyl ester